(R)-N'-(((S)-3-(difluoromethyl)-1,2,3,5,6,7-hexahydro-s-indacen-4-yl)carbamoyl)-6,7-dihydro-5H-pyrazolo[5,1-b][1,3]oxazine-3-sulfonimidamide FC([C@H]1CCC2=CC=3CCCC3C(=C12)NC(=O)N=[S@](=O)(N)C=1C=NN2C1OCCC2)F